((R)-1-((R)-3-(5-methyl-1,3,4-oxadiazol-2-yl)-2-(pyrazine-2-carboxamido)propanamido)-4-phenylbutyl)boronic acid CC1=NN=C(O1)C[C@H](C(=O)N[C@@H](CCCC1=CC=CC=C1)B(O)O)NC(=O)C1=NC=CN=C1